(4-(5-fluoro-3,3-dimethylindolin-1-yl)pyrido[3,2-d]pyrimidin-6-yl)benzoic acid FC=1C=C2C(CN(C2=CC1)C=1C2=C(N=CN1)C=CC(=N2)C2=C(C(=O)O)C=CC=C2)(C)C